BrC1=C(C(=C2C(=NC(=NC2=C1F)OC[C@]12CCCN2C[C@@H](C1)F)O)OCC(C(=C)F)NCC(F)F)Cl 7-bromo-6-chloro-5-((2-((2,2-difluoroethyl)amino)-3-fluorobut-3-en-1-yl)oxy)-8-fluoro-2-(((2R,7aS)-2-fluorotetrahydro-1H-pyrrolizin-7a(5H)-yl)methoxy)quinazolin-4-ol